Ferrous tetrafluoroborate F[B-](F)(F)F.[Fe+2].F[B-](F)(F)F